C(#N)CNCC1=CC=C(C=C1)C1=CC(=CC=C1)S(=O)(=O)N1CCC2(CC(CO2)NC[C@@H](COC=2C=C(C=CC2)S(=O)(=O)NC)O)CC1 3-((2S)-3-(8-(4'-((cyanomethylamino)methyl)biphenyl-3-ylsulfonyl)-1-oxa-8-azaspiro[4.5]decan-3-ylamino)-2-hydroxypropoxy)-N-methylbenzenesulfonamide